N-[9-[(2S,3R,4S,5S)-3-hydroxy-5-(hydroxymethyl)-4-(2-sulfanylethyl)tetrahydrofuran-2-yl]-6-oxo-1H-purin-2-yl]-2-methyl-propanamide O[C@H]1[C@H](O[C@@H]([C@H]1CCS)CO)N1C=2N=C(NC(C2N=C1)=O)NC(C(C)C)=O